cis-3-methoxy-4-(8-methylamino-2-oxo-8-phenyl-1,3-diazaspiro[4.5]decan-3-yl)-benzonitrile COC=1C=C(C#N)C=CC1N1C(NC2(C1)CCC(CC2)(C2=CC=CC=C2)NC)=O